BrC1=CC=CC(=N1)C=1CC=NC(C1)C 6-bromo-6'-methyl-3',6'-dihydro-[2,4'-bipyridine]